C(C)(C)(C)OC(=O)N1C[C@H](CCC1)C(NC1=NN(C2=CC=C(C=C12)C1=C(C=CC(=C1)C#N)Cl)C(C1=CC=CC=C1)(C1=CC=CC=C1)C1=CC=CC=C1)=O (3S)-3-{[5-(2-chloro-5-cyanophenyl)-1-trityl-1H-indazol-3-yl]carbamoyl}piperidine-1-carboxylic acid tert-butyl ester